5-methyl-3-vinyl-oxazolidin-2-one CC1CN(C(O1)=O)C=C